3,5-bis[3,5-bis(trifluoromethyl)phenyl]-1H-1,2,4-triazole FC(C=1C=C(C=C(C1)C(F)(F)F)C1=NNC(=N1)C1=CC(=CC(=C1)C(F)(F)F)C(F)(F)F)(F)F